2-Ethylhexyl 3-[2-amino-4-[(4-methylpiperazin-1-yl)methyl]phenyl]sulfanylpropanoate NC1=C(C=CC(=C1)CN1CCN(CC1)C)SCCC(=O)OCC(CCCC)CC